1-(3-chloro-5'-fluoro-2'-hydroxy-3'-(5-(8-isopropyl-3,8-diazabicyclo[3.2.1]octan-3-yl)-6-methoxypyridin-3-yl)-[1,1'-biphenyl]-4-yl)-3-methyl-1H-imidazol-2(3H)-one ClC=1C=C(C=CC1N1C(N(C=C1)C)=O)C1=C(C(=CC(=C1)F)C=1C=NC(=C(C1)N1CC2CCC(C1)N2C(C)C)OC)O